2-[(2E)-2-(aminomethyl)-3-fluoroprop-2-en-1-yl]-7-[3-(5-cyclopropyl-1,2,4-oxadiazol-3-yl)phenyl][1,2,4]triazolo[4,3-a]pyridin-3(2H)-one hydrochloride Cl.NC/C(/CN1N=C2N(C=CC(=C2)C2=CC(=CC=C2)C2=NOC(=N2)C2CC2)C1=O)=C\F